4,5-dihydro-2,5-methanobenzo[f][1,4]oxazepin-3(2H)-one O1C2C(NC(C3=C1C=CC=C3)C2)=O